4-(1,2,3-Thiadiazol-4-yl)benzylamine S1N=NC(=C1)C1=CC=C(CN)C=C1